NC=1C=CC(=NC1)NC1=CC=2C(C3=CC=C(C=C3C(C2C=C1)=O)NC=1C=NC(=CC1)N)=O 2-((5-aminopyridin-2-yl)amino)-6-((6-aminopyridin-3-yl)amino)anthracene-9,10-dione